(8-cyanoquinolin-5-yl)-N-[(1-methylpyrrolidin-2-yl)methyl]-5-(trifluoromethyl)-3-azabicyclo[3.1.0]hexane-1-carboxamide C(#N)C=1C=CC(=C2C=CC=NC12)C1C2(CC2(CN1)C(F)(F)F)C(=O)NCC1N(CCC1)C